CCCCC[C@H]1[C@@H](O1)/C=C/C=C/C=C\\C/C=C\\CCCC(=O)O The molecule is an oxylipin that is the (14S,15S)-epoxy derivative of (5Z,8Z,10E,12E)-icosa-5,8,10,12-tetraenoic acid. It has a role as a metabolite. It is an epoxy fatty acid, a leukotriene, an oxylipin, a polyunsaturated fatty acid and a long-chain fatty acid. It derives from a (5Z,8Z,10E,12E)-icosatetraenoic acid. It is a conjugate acid of an eoxin A4(1-).